2-chloro-resveratrol ClC1=C(C=C(C=C1O)O)C=CC1=CC=C(O)C=C1